COC(=O)C1(CCN(CC1)C1=NC=CC=C1)CC(=O)N(C1=CC=CC=C1)[C@H]1CC(CCC1)(F)F |r| 4-[2-(N-[(rac)-3,3-difluorocyclohexyl]anilino)-2-oxo-ethyl]-1-(2-pyridinyl)piperidine-4-carboxylic acid methyl ester